((2-amino-9-((2R,3R,5S)-3-hydroxy-5-(hydroxymethyl)tetrahydrofuran-2-yl)-6,8-dioxo-1,6,8,9-tetrahydro-7H-purin-7-yl)methyl)thiophene-2-carboxylic acid NC=1NC(C=2N(C(N(C2N1)[C@@H]1O[C@@H](C[C@H]1O)CO)=O)CC1=C(SC=C1)C(=O)O)=O